3-amino-N-((R)-7-((3R,4S)-3-amino-4-fluoropyrrolidin-1-yl)chroman-3-yl)-6-methylthieno[2,3-b]pyridine-2-carboxamide NC1=C(SC2=NC(=CC=C21)C)C(=O)N[C@H]2COC1=CC(=CC=C1C2)N2C[C@H]([C@H](C2)F)N